C(C)/C(/C(=O)[O-])=C/C(=O)[O-].C(C)/C(/C(=O)[O-])=C/C(=O)[O-].C(CCCCCCC)[Sn+4]CCCCCCCC dioctyltin di(ethylmaleate)